3-phenyl-1H-1,2,4-triazole-3,5-diamine C1(=CC=CC=C1)C1(NNC(=N1)N)N